N-(5-(difluoromethoxy)-1H-pyrazol-3-yl)-6-(((2R,4R)-2-isopropylpiperidin-4-yl)oxy)pyrazin-2-amine FC(OC1=CC(=NN1)NC1=NC(=CN=C1)O[C@H]1C[C@@H](NCC1)C(C)C)F